2-(2-(2-methoxypropan-2-yl)phenyl)-2-(3-(5-(5,6,7,8-tetrahydro-1,8-naphthyridin-2-yl)pentyloxy)azetidin-1-yl)acetic acid COC(C)(C)C1=C(C=CC=C1)C(C(=O)O)N1CC(C1)OCCCCCC1=NC=2NCCCC2C=C1